CN1N=C(C=C1)C=1C=2N(C=C(C1)NC1=CC=CC=C1)C=C(N2)CC(=O)O 2-(8-(1-methyl-1H-pyrazol-3-yl)-6-(phenylamino)imidazo[1,2-a]pyridin-2-yl)acetic acid